(tetrahydro-2H-pyran-2-yl)oxybenzamide O1C(CCCC1)OC1=C(C(=O)N)C=CC=C1